(S)-6-(4-(3-(5-fluoro-6-methylpyridin-3-yl)isoxazolidine-2-carbonyl)piperidin-1-yl)pyrimidine-4-carbonitrile FC=1C=C(C=NC1C)[C@H]1N(OCC1)C(=O)C1CCN(CC1)C1=CC(=NC=N1)C#N